5,6,7,8-tetrahydro-6-[2-(1-piperidinyl)-4-pyrimidinyl]-pyrido[4,3-c]pyridazin-3(2H)-one N1(CCCCC1)C1=NC=CC(=N1)N1CC=2C(=NNC(C2)=O)CC1